dibenzyl-1-(oxetan-3-yl)pyrrolidin-3-amine C(C1=CC=CC=C1)C1(N(CCC1N)C1COC1)CC1=CC=CC=C1